ClC=1C=CC(=C(C1)C1=NNC=C1C=1N=C2C=C(C=NC2=CC1)NC1CN(C1)C)F 6-[3-(5-chloro-2-fluoro-phenyl)-1H-pyrazol-4-yl]-N-(1-methylazetidin-3-yl)-1,5-naphthyridin-3-amine